2-(6-{5-chloro-2-[(oxacyclohex-4-yl)amino]pyrimidin-4-yl}-1-oxo-2,3-dihydro-1H-isoindol-2-yl)-N-(3-methyloxoazetidin-3-yl)acetamide ClC=1C(=NC(=NC1)NC1CCOCC1)C1=CC=C2CN(C(C2=C1)=O)CC(=O)NC1(C(NC1)=O)C